C1OC=2C=CSC2OC1 4-Ethylenedioxythiophene